5-(4-methylthiazol-2-yl)-1H-pyrrole-3-sulfonyl chloride CC=1N=C(SC1)C1=CC(=CN1)S(=O)(=O)Cl